CCC(CCCCC)=O 3-Octanal